FC=1C(=NC(=NC1)NC=1C(=NN(C1)C)OC)C1=CNC2=C(C=CC=C12)NC(=O)[C@@H]1NC[C@H](C1)OC (2R,4S)-N-(3-(5-fluoro-2-((3-methoxy-1-methyl-1H-pyrazol-4-yl)amino)pyrimidin-4-yl)-1H-indol-7-yl)-4-methoxypyrrolidine-2-carboxamide